(2s,4r)-1-(tert-butoxycarbonyl)-4-fluoropyrrolidine-2-carboxylic acid C(C)(C)(C)OC(=O)N1[C@@H](C[C@H](C1)F)C(=O)O